ethyl-2-(3,4-dichlorophenyl)acetic acid C(C)C(C(=O)O)C1=CC(=C(C=C1)Cl)Cl